O1CCC(=CC1)C1=NC=CC(=C1C1=NC(=NC=C1C(=O)N)C(C)C)C1=CC=CC=C1 (2-(3,6-dihydro-2H-pyran-4-yl)-4-phenylpyridin-3-yl)-2-isopropylpyrimidine-5-carboxamide